N-((1,2,3,5,6,7-hexahydro-s-indacen-4-yl)carbamoyl)-1-(1-phenylethyl)-1H-pyrazole-3-sulfonamide C1CCC2=C(C=3CCCC3C=C12)NC(=O)NS(=O)(=O)C1=NN(C=C1)C(C)C1=CC=CC=C1